C(#N)C1=C(C=CC(=C1)C(F)(F)F)N1CCC(CC1)(C(=O)N[C@@H]1CN(CC1)C)C=1C=CC(=NC1)C1=NC=CC=C1OC 1-[2-cyano-4-(trifluoromethyl)phenyl]-4-{3'-methoxy-[2,2'-bipyridinyl]-5-yl}-N-[(3S)-1-methylpyrrolidin-3-yl]piperidine-4-carboxamide